tert-butyl 4-(5-(8-methoxy-[1,2,4]triazolo[1,5-a]pyridin-6-yl)-4-(2,2,2-trifluoroethyl)-1-((2-(trimethylsilyl)ethoxy)methyl)-1H-pyrazole-3-carboxamido)piperidine-1-carboxylate COC=1C=2N(C=C(C1)C1=C(C(=NN1COCC[Si](C)(C)C)C(=O)NC1CCN(CC1)C(=O)OC(C)(C)C)CC(F)(F)F)N=CN2